BrCCOC1=NOC(=C1)C(C(=O)N1[C@@H](C[C@H](C1)O)C(=O)NCC1=CC=C(C=C1)C1=C(N=CS1)C)C(C)C (2S,4R)-1-[2-[3-(2-bromoethoxy)isoxazol-5-yl]-3-methyl-butanoyl]-4-hydroxy-N-[[4-(4-methylthiazol-5-yl)phenyl]methyl]pyrrolidine-2-carboxamide